(rac)-tert-butyl [(3-{3-[5-(2-chloro-5-fluoropyrimidin-4-yl)-2-fluorophenoxy]propoxy}-5-nitrobenzyl)(methyl)oxido-λ6-sulfanylidene]carbamate ClC1=NC=C(C(=N1)C=1C=CC(=C(OCCCOC=2C=C(C[S@](=O)(C)=NC(OC(C)(C)C)=O)C=C(C2)[N+](=O)[O-])C1)F)F |r|